N(=NC(C#N)(CC(C)(OC)C)C)C(C#N)(CC(C)(C)OC)C 2,2'-azobis(4-methoxy-2,4-dimethylpentannitril)